2-[(3S,4S)-4-hydroxytetrahydro-2H-pyran-3-yl]-6-(4-methoxy-3-methylbenzyl)-4,5-dimethyl-2,3-dihydro-1H-isoindol-1-one O[C@@H]1[C@H](COCC1)N1C(C2=CC(=C(C(=C2C1)C)C)CC1=CC(=C(C=C1)OC)C)=O